FC=1C=C(COC=2C=C3N(C(N2)=O)C[C@@H]2N3COC2)C=C(C1OC=1C=NN(C1)C(F)(F)F)F (S)-6-((3,5-difluoro-4-((1-(trifluoromethyl)-1H-pyrazol-4-yl)oxy)benzyl)oxy)-10,10a-dihydro-1H-oxazolo[3',4':3,4]imidazo[1,2-c]pyrimidin-8(3H)-one